tert-butyl 3-[2-(benzylamino)-4-methoxy-4-oxo-butoxy]azetidine-1-carboxylate C(C1=CC=CC=C1)NC(COC1CN(C1)C(=O)OC(C)(C)C)CC(=O)OC